[6-(5-cyclopropyl-4H-1,2,4-triazol-3-yl)-2-azaspiro[3.3]heptan-2-yl]-[6-[[(3-methyl-1,1-dioxo-thietan-3-yl)amino]methyl]-2-azaspiro[3.3]heptan-2-yl]methanone C1(CC1)C=1NC(=NN1)C1CC2(CN(C2)C(=O)N2CC3(C2)CC(C3)CNC3(CS(C3)(=O)=O)C)C1